C(#N)CC(CC(C#N)C#N)C#N 1,4-dicyano-2,4-dicyano-butane